spiro[cyclohexane-1,2'-quinazoline]-4'(3'h)-one N1C2(NC(C3=CC=CC=C13)=O)CCCCC2